The molecule is a trans-fused organic heterotetracyclic compound consisting of two fused pyran rings flanked by two oxepan rings. It has a role as an epitope. It is an organic heterotetracyclic compound and a polycyclic ether. C1C=CCO[C@H]2[C@H]1O[C@@H]3C[C@H]4[C@@H](C=C[C@@H]([C@H](O4)CO)O)O[C@H]3[C@@H]2O